Diethyldithiocarbamate C(C)N(C([S-])=S)CC